3-(5-isopropyl-1-methyl-1H-pyrazol-3-yl)-1H-1,2,4-triazole C(C)(C)C1=CC(=NN1C)C1=NNC=N1